1H-benzo[d][1,2,3]triazol-1-yl-1-fluorocyclopropane-1-carboxylate N1(N=NC2=C1C=CC=C2)C2C(C2)(C(=O)[O-])F